FC(C(O)C1=NN2C(C=CC=C2)=C1C)(F)F 2,2,2-trifluoro-1-{3-methylpyrazolo[1,5-a]pyridin-2-yl}ethanol